ethyl 2-(N-(4-((1-(3,3-difluorocyclopentyl)-2-oxo-1,2-dihydropyridin-3-yl)carbamoyl)-3-(4,4-dimethyl-1,4-azasilinan-1-yl)phenyl)sulfamoyl)acetate FC1(CC(CC1)N1C(C(=CC=C1)NC(=O)C1=C(C=C(C=C1)NS(=O)(=O)CC(=O)OCC)N1CC[Si](CC1)(C)C)=O)F